O=C1NC(CCC1N1C(C2=CC=C(C=C2C1=O)N1CCN(CC1)CC1CCC(CC1)OC1=CC=C(C=C1)\C(=C(\CC)/C1=CC=CC=C1)\C1=CC=C(C=C1)O)=O)=O (Z)-2-(2,6-dioxopiperidin-3-yl)-5-(4-((4-(4-(1-(4-hydroxyphenyl)-2-phenylbut-1-en-1-yl)phenoxy)cyclohexyl)methyl)piperazin-1-yl)isoindoline-1,3-dione